2-BROMO-2-METHYL-PROPIONALDEHYDE BrC(C=O)(C)C